1,4-naphthalenediarsonate C1(=CC=C(C2=CC=CC=C12)[As]([O-])(=O)[O-])[As]([O-])(=O)[O-]